C(C)(C)(C)OC(=O)N[C@H](COCC1=CC=C(C=C1)CCCCC(=O)O)CCC(N)=O 5-(4-[[(2S)-2-[(Tert-butoxycarbonyl)amino]-4-carbamoylbutoxy]methyl]phenyl)pentanoic acid